C(C)(C)C1=C(NC2=CC(=C(C=C12)C1CCN(CC1)CC1CNCC1)C(F)(F)F)C1=CC(=NC=C1)C 3-isopropyl-2-(2-methylpyridin-4-yl)-5-(1-(pyrrolidin-3-ylmethyl)piperidin-4-yl)-6-(trifluoromethyl)-1H-indole